C(OC=1C=C2C(=CNC2=CC1)C(C(N(C)C)([2H])[2H])([2H])[2H])([2H])([2H])[2H] 2-(5-(methoxy-d3)-1H-indol-3-yl)-N,N-dimethylethan-1-amine-1,1,2,2-d4